((((1S,4S)-4-(2-formylphenyl) cyclohexyl) oxy) methyl) piperidine-1-carboxylate N1(CCCCC1)C(=O)OCOC1CCC(CC1)C1=C(C=CC=C1)C=O